(R)-N-(1-(5-(3-cyano-6-(2-hydroxy-2-methylpropoxy)pyrazolo[1,5-a]pyridin-4-yl)pyridin-2-yl)-3-methylpyrrolidin-3-yl)-2,6-difluorobenzamide C(#N)C=1C=NN2C1C(=CC(=C2)OCC(C)(C)O)C=2C=CC(=NC2)N2C[C@](CC2)(C)NC(C2=C(C=CC=C2F)F)=O